1-dodecylpiperazine C(CCCCCCCCCCC)N1CCNCC1